2,2'-dithiodiacetyl chloride C(CSSCC(=O)Cl)(=O)Cl